(R)-7-cyclopropyl-2-(((1-((6-fluoropyridin-3-yl)methyl)-1H-pyrazol-4-yl)methyl)amino)-4,8-dimethyl-7,8-dihydropteridin-6(5H)-one C1(CC1)[C@@H]1C(NC=2C(=NC(=NC2N1C)NCC=1C=NN(C1)CC=1C=NC(=CC1)F)C)=O